C(C1=CC=CC=C1)P(OCC)(OC1=C(C(=CC(=C1)CCCCC)OP(OCC)(=O)CC1=CC=CC=C1)C1=C(C=CC(=C1)C)C(=C)C)=O diethyl (5'-methyl-4-pentyl-2'-(prop-1-en-2-yl)-[1,1'-biphenyl]-2,6-diyl) bis(benzylphosphonate)